3-(3-chlorophenyl)-3-oxopropanenitrile ClC=1C=C(C=CC1)C(CC#N)=O